5-(trans-[1,1'-bi(cyclopropan)]-2-yl)-2-methylbenzofuran-3-carboxylic acid C1(C(C1)C=1C=CC2=C(C(=C(O2)C)C(=O)O)C1)C1CC1